C1N(CCC2=CC=CC=C12)C1CC(CC1O)N1CN=CC=C1NC1COC1 N-(3-(3,4-Dihydroisoquinolin-2(1H)-yl)-4-hydroxycyclopentyl)-6-(oxetan-3-ylamino)pyrimidine